(±)-tert-Butyl (6-bromo-2,3-dihydro-1H-inden-1-yl)carbamate BrC1=CC=C2CC[C@H](C2=C1)NC(OC(C)(C)C)=O |r|